FC1=CC=2C3=C(NC(C2C=C1)=O)COCC3NC 9-fluoro-1-(methylamino)-1,2,4,5-tetrahydropyrano[3,4-c]isoquinolin-6-one